C(C)(C)(C)OC(C(CC=1C=NC(=CC1)OCCOCCOCC)OS(=O)(=O)C)=O 3-{6-[2-(2-ethoxyethoxy)ethoxy]pyridin-3-yl}-2-[(methylsulfonyl)oxy]propanoic acid tert-butyl ester